N-(2-aminoethyl)-1,3-oxazolidine NCCN1COCC1